C(=O)C1CCC2C1C(OC=C2C(=O)OC)O methyl 7-formyl-1-hydroxy-1,4a,5,6,7,7a-hexahydrocyclopenta[c]pyran-4-carboxylate